fluoro-[1,1'-biphenyl]-3-sulfonamide FC1=C(C=CC=C1S(=O)(=O)N)C1=CC=CC=C1